CCN β-ethylamine